C(C=C)(=O)N[C@@H]1[C@@H](CCC1)NC(=O)C=1SC=2N=CC=C3N(C(NC1C23)=O)C=2C=NC(=CC2C)OC=2C=NC=NC2 N-((1R,2S)-2-Acrylamidocyclopentyl)-5-(4-methyl-6-(pyrimidin-5-yloxy)pyridin-3-yl)-4-oxo-4,5-dihydro-3H-1-thia-3,5,8-triazaacenaphthylene-2-carboxamide